C1(CC1)C1=NC=NC(=C1C=1N=CC2=C(C(=C3CCCCN23)CC2=CC=C(C=C2)C=2N(C=C(N2)C(F)(F)F)C(C)C)N1)OC 2-(4-cyclopropyl-6-methoxypyrimidin-5-yl)-10-(4-(1-isopropyl-4-(trifluoromethyl)-1H-imidazol-2-yl)benzyl)-6,7,8,9-tetrahydropyrimido[4,5-b]indolizine